OC1=C(C(=O)O)C(=CC(=C1)O)O.C12C(C)(C)C(=C)C(CC1)C2 camphene 2,4,6-trihydroxybenzoate